N[N+]1=CC(=CC=C1)COCCC(C)(C)O 1-amino-3-((3-hydroxy-3-methylbutoxy)methyl)pyridin-1-ium